FC=1C(=NC=C(C1)OC1=CC(=NC=C1)C=1N=CN(C1)C)N 3-fluoro-5-((2-(1-methyl-1H-imidazol-4-yl)pyridin-4-yl)oxy)pyridin-2-amine